COC(C1=C(C(=CC=C1)Cl)C1(C(NC2=CC(=CC=C12)C(F)(F)F)=O)F)=O chloro-2-[3-fluoro-2-oxo-6-(trifluoromethyl)indolin-3-yl]benzoic acid methyl ester